(S)-N-(1-((4-(2,5-dimethylpyrimidin-4-yl)phenyl)amino)-1-oxo-3,3-diphenylpropan-2-yl)-1-methyl-1H-pyrazole-5-carboxamide CC1=NC=C(C(=N1)C1=CC=C(C=C1)NC([C@H](C(C1=CC=CC=C1)C1=CC=CC=C1)NC(=O)C1=CC=NN1C)=O)C